1-(6,6-dimethyl-2-methylenecyclohex-3-en-1-yl)ethan-1-one CC1(CC=CC(C1C(C)=O)=C)C